ClC1=C(C(=O)NC2(CC2)C#N)C=C(C=C1)C=1C=NN(C1)C=1N(C(=CC1Cl)SC(F)(F)F)C 2-chloro-5-[1-[3-chloro-1-methyl-5-(trifluoromethylsulfanyl)pyrrol-2-yl]pyrazol-4-yl]-N-(1-cyanocyclopropyl)benzamide